6-(4-(2-(5-cyclopropyl-3-(2,6-dichlorophenyl)isoxazol-4-yl)ethyl)-2-methylpiperazin-1-yl)quinoline-2-carboxylic acid C1(CC1)C1=C(C(=NO1)C1=C(C=CC=C1Cl)Cl)CCN1CC(N(CC1)C=1C=C2C=CC(=NC2=CC1)C(=O)O)C